2-(2-(cyclopropanesulfonamido)thiazol-4-yl)-N-(2-fluoro-4-(pyrazin-2-yl)phenyl)-2-methylpropanamide C1(CC1)S(=O)(=O)NC=1SC=C(N1)C(C(=O)NC1=C(C=C(C=C1)C1=NC=CN=C1)F)(C)C